OC(C)(C1=CC=CC=C1)C1=C(C=CC=C1)NS(=O)(=O)C1=C(C=CC=C1)C N-(2-(1-hydroxy-1-phenylethyl)phenyl)-2-methylbenzenesulfonamide